4-(hydroxymethyl)tetrahydrofuran-3-ol OCC1C(COC1)O